5-((4-((Dimethylphosphoryl)methyl)-6-fluoro-1-(phenylsulfonyl)-1H-indol-5-yl)oxy)-2-fluorobenzonitrile CP(=O)(C)CC1=C2C=CN(C2=CC(=C1OC=1C=CC(=C(C#N)C1)F)F)S(=O)(=O)C1=CC=CC=C1